5-{[(2R,5R)-2,5-dimethylpyrrolidin-1-yl]methyl}-4-[3-fluoro-5-(trifluoromethyl)phenyl]-1,3-thiazol-2-amine C[C@H]1N([C@@H](CC1)C)CC1=C(N=C(S1)N)C1=CC(=CC(=C1)C(F)(F)F)F